N1=NC=C(C=C1)C1=C2CCO[C@H](C2=CC=C1)CNC(OC(C)(C)C)=O |o1:11| rel-(R)-tert-butyl ((5-(pyridazin-4-yl)isochroman-1-yl)methyl)carbamate